C(O[C@H]1O[C@@]([C@@H]([C@@H]1O)O)(C#N)C1=CC=C2C(=NC=NN21)N)(OC2(CCCCCCC2)C)=O ((2r,3S,4r,5r)-5-(4-aminopyrrolo[2,1-f][1,2,4]triazin-7-yl)-5-cyano-3,4-dihydroxytetrahydrofuran-2-yl) methylcyclooctyl carbonate